ClC1=C(C=CC=C1C1=NC(=C(C=C1)CNC[C@H](CO)O)OC)C1=C(C(=CC=C1)NC(=O)C=1C(N(C(N(C1)C)=O)C)=O)C (R)-N-(2'-chloro-3'-(5-(((2,3-dihydroxypropyl)amino)methyl)-6-methoxypyridin-2-yl)-2-methyl-[1,1'-biphenyl]-3-yl)-1,3-dimethyl-2,4-dioxo-1,2,3,4-tetrahydropyrimidine-5-carboxamide